6-chloro-4-((4-(hydroxymethyl)phenyl)amino)pyridazine-3-carboxylic acid methyl ester COC(=O)C=1N=NC(=CC1NC1=CC=C(C=C1)CO)Cl